(5-((3S,4S)-4-amino-3-methyl-2-oxa-8-azaspiro[4.5]decan-8-yl)-9-(2,3-dichlorophenyl)-7H-imidazo[1,2-c]pyrrolo[3,2-e]pyrimidin-7-yl)methanol N[C@@H]1[C@@H](OCC12CCN(CC2)C2=NC1=C(C=3N2C=CN3)C(=CN1CO)C1=C(C(=CC=C1)Cl)Cl)C